methylenebisoleate C(CCCCCCCC\C=C/CCCCCCCC(=O)[O-])CCCCCCCC\C=C/CCCCCCCC(=O)[O-]